2,6-difluoro-3,5-dihydro-2H-benzo[e][1,4]oxathiepine-8-carboxamide 1,1-dioxide FC1COCC2=C(S1(=O)=O)C=C(C=C2F)C(=O)N